N1(CCOCC1)C(=O)C=1C=C(C=NC1)C1=CC=CC=2N1N=CC2C(=O)N2CCCCC2 (7-(5-(morpholin-4-carbonyl)pyridin-3-yl)pyrazolo[1,5-a]pyridin-3-yl)(piperidin-1-yl)methanone